methyl (2S)-2-[[(2S)-2-(tert-butoxycarbonylamino)-3-cyclopropyl-propanoyl]amino]-3-[(3S)-2-oxopyrrolidin-3-yl]propanoate C(C)(C)(C)OC(=O)N[C@H](C(=O)N[C@H](C(=O)OC)C[C@H]1C(NCC1)=O)CC1CC1